4-[2-(cyclopropylmethoxy)-5-fluorophenyl]-6-methyl-1,6-dihydro-7H-pyrrolo[2,3-c]pyridin C1(CC1)COC1=C(C=C(C=C1)F)C=1C2=C(CN(C1)C)NC=C2